N-(4-((R*)-2-(4-chlorophenyl)propyl)-6-(((R)-1-hydroxy-4-methylpentan-2-yl)amino)-1,3,5-triazin-2-yl)methanesulfonamide ClC1=CC=C(C=C1)[C@@H](CC1=NC(=NC(=N1)N[C@@H](CO)CC(C)C)NS(=O)(=O)C)C |o1:7|